C1(CC1)N(C1=CC=C(C=C1)[N+](=O)[O-])CCOC N-cyclopropyl-N-(2-methoxyethyl)-4-nitroaniline